COC(/C(/C1=CC=C(C=C1)C)=C\1/N(S(C2=C1C=C(C=C2)C)(=O)=O)C)=O (E)-2-(2,5-dimethyl-1,1-dioxobenzisothiazol-3(2H)-ylidene)-2-p-tolylacetic acid methyl ester